OCCC1=C2C=CNC2=CC(=C1)NC(NC1=CC(=CC=C1)C(F)(F)F)=O 3-[4-(2-hydroxyethyl)-1H-indol-6-yl]-1-[3-(trifluoromethyl)phenyl]urea